6-(5-butyl-[1,3,4]oxadiazol-2-yl)-2-(2,6-dichloro-phenyl)-1H-benzimidazole C(CCC)C1=NN=C(O1)C=1C=CC2=C(NC(=N2)C2=C(C=CC=C2Cl)Cl)C1